Ethyl 2-(5-allyl-3-fluoro-2-oxopyridin-1(2H)-yl)-3-methylbutanoate C(C=C)C=1C=C(C(N(C1)C(C(=O)OCC)C(C)C)=O)F